C(=O)C1=C(OC[C@H]2N(CCOC2)C(=O)C=2C(=NC=CC2)CCC#N)C=CC=C1O (S)-3-(3-(3-((2-formyl-3-hydroxyphenoxy)methyl)morpholine-4-carbonyl)pyridin-2-yl)propanenitrile